NC=1N=NC(=CC1N1CCC(CC1)(C(=O)N1CCC(CC1)C(=O)O)C1=CC=CC=C1)C1=C(C=CC=C1)O 1-(1-(3-amino-6-(2-hydroxyphenyl)pyridazin-4-yl)-4-phenylpiperidine-4-carbonyl)piperidine-4-carboxylic acid